Methyl ((((1S,4R)-4-(2-amino-6-chloro-9H-purin-9-yl)cyclopent-2-en-1-yl)methoxy)(2-fluorophenoxy)phosphoryl)-L-alaninate NC1=NC(=C2N=CN(C2=N1)[C@H]1C=C[C@H](C1)COP(=O)(OC1=C(C=CC=C1)F)N[C@@H](C)C(=O)OC)Cl